CN1C(=NN=C1C1(CC(C1)C)C=1SC=CC1)S 4-methyl-5-[3-methyl-1-(2-thienyl)cyclobutyl]-1,2,4-triazole-3-thiol